3-methyl-4,5,6,7-tetrahydrothieno[3,2-c]pyridine-2-carboxylic acid ethyl ester C(C)OC(=O)C1=C(C=2CNCCC2S1)C